2-isopropyl-2,3-dihydro-1H-inden-2-amine C(C)(C)C1(CC2=CC=CC=C2C1)N